Potassium 2-(4-((benzyloxy)carbonyl)piperazin-1-yl)-2-oxoacetate C(C1=CC=CC=C1)OC(=O)N1CCN(CC1)C(C(=O)[O-])=O.[K+]